Br.CC1=C(C=CC(=C1)C)SC1=C(C=CC=C1)N1CCNCC1 1-[2-(2,4-dimethyl-phenylsulfanyl)-phenyl]-piperazine hydrobromide